BrC1=C(C=2C(=NC=C3C2C2(C(N3C)=O)CC3CCC(C2)N3C(=O)OC(C)(C)C)N1S(=O)(=O)C1=CC=CC=C1)C1=CC=CC=C1 tert-Butyl 2'-bromo-6'-methyl-7'-oxo-1'-phenyl-3'-(phenylsulfonyl)-6',7'-dihydro-3'H-8-azaspiro[bicyclo[3.2.1]octane-3,8'-dipyrrolo[2,3-b:3',2'-d]pyridine]-8-carboxylate